[6-(3-methyl-1H-pyrrolo[2,3-b]pyridin-5-yl)-8-[(S)-pyrrolidin-2-yl]-3,4-dihydro-isoquinolin-2(1H)-yl]-[2-(trifluoromethyl)morpholin-4-yl]methanone CC1=CNC2=NC=C(C=C21)C=2C=C1CCN(CC1=C(C2)[C@H]2NCCC2)C(=O)N2CC(OCC2)C(F)(F)F